CC1=CC=C(C=C1)S(=O)(=O)O.CN1C=NC=C1 1-methylimidazole p-toluenesulfonate